trans-N-(benzo[d]thiazol-5-yl)-1-((2,3-dihydrobenzofuran-5-yl)sulfonyl)-3-methylpiperidine-4-carboxamide S1C=NC2=C1C=CC(=C2)NC(=O)[C@H]2[C@@H](CN(CC2)S(=O)(=O)C=2C=CC1=C(CCO1)C2)C